C(C1=CC=CC=C1)OC1=CC(=C(C(=O)N2[C@@H](C[C@H](CC2)O)C(=O)OC)C=C1OC)[N+](=O)[O-] Methyl (2S,4S)-1-(4-(benzyloxy)-5-methoxy-2-nitrobenzoyl)-4-hydroxypiperidine-2-carboxylate